OC1=C(C=CC(=C1)N(OC)OC)C1(OC(=O)C2=CC=CC=C12)C1=C(C=CC(=C1)[N+](=O)[O-])OC 3-(2-Hydroxy-4-dimethoxyaminophenyl)-3-(2-Methoxy-5-nitrophenyl)phthalid